O1CCN(CC1)S(=O)(=O)C1=CC=C(C=C1)C=1N=C(SC1)NC1=CC=C(C=C1)S(=O)(=O)N 4-((4-(4-(morpholinosulfonyl)phenyl)thiazol-2-yl)amino)benzenesulfonamide